C(C1=CC=CC=C1)OC(=O)N[C@H]1[C@H]2CC[C@@H](C[C@H]1OC(F)F)N2C(=O)OC(C)(C)C |r| rac-tert-butyl (1R,2S,3R,5S)-2-(((benzyloxy)carbonyl)amino)-3-(difluoromethoxy)-8-azabicyclo[3.2.1]octane-8-carboxylate